ClC=1C=C(C(=NC1)OC1=C(C(=CC=C1)Cl)Cl)C(=O)NCC[C@@]1(C(=O)O)CC=CC=C1 (1S)-1-({([5-chloro-2-(2,3-dichlorophenoxy)pyridin-3-yl]carbonyl)amino}ethyl)benzoic acid